1,2-Dipropylpyridinium methansulfonat CS(=O)(=O)[O-].C(CC)[N+]1=C(C=CC=C1)CCC